4-(3-(2-methoxyethyl)-5-(1H-pyrazol-5-yl)-3H-imidazo[4,5-b]pyridin-7-yl)morpholine COCCN1C=NC=2C1=NC(=CC2N2CCOCC2)C2=CC=NN2